3-(4-hydroxy-2-pyrrolo[1,2-c]pyrimidin-3-yl-quinazolin-6-yloxy)-azetidine-1-carboxylic acid tert-butyl ester C(C)(C)(C)OC(=O)N1CC(C1)OC=1C=C2C(=NC(=NC2=CC1)C1=CC=2N(C=N1)C=CC2)O